3,4-dihydroxy-2-(3-methyl-1-oxobutyl)-4-(4-methyl-1-oxopent-3-enyl)-5-prenylcyclopent-2-en-1-one OC1=C(C(C(C1(C(CC=C(C)C)=O)O)CC=C(C)C)=O)C(CC(C)C)=O